N-(1,2,4-thiadiazol-5-yl)-benzenesulfonamide S1N=CN=C1NS(=O)(=O)C1=CC=CC=C1